2-(3,7-Dimethyl-2,6-dioxo-2,3,6,7-tetrahydro-1H-purin-1-yl)acetic acid CN1C(N(C(C=2N(C=NC12)C)=O)CC(=O)O)=O